2-hydroxy-N-(5-(7-(3-(morpholine-4-carbonyl)phenyl)furo[3,2-b]pyridin-2-yl)pyridin-2-yl)acetamide OCC(=O)NC1=NC=C(C=C1)C1=CC2=NC=CC(=C2O1)C1=CC(=CC=C1)C(=O)N1CCOCC1